tertbutyl 3-methyl-4-oxo-piperidine-1-carboxylate CC1CN(CCC1=O)C(=O)OC(C)(C)C